methyl-6-(4-(5-(3-chloro-4-fluorophenyl)-7,7-dimethyl-6,7-dihydro-5H-pyrrolo[2,3-b]pyrazine-2-carbonyl)-3,3-dimethylpiperazin-1-yl)-2,4-dimethylnicotinic acid CC=1C(=NC(=C(C(=O)O)C1C)C)N1CC(N(CC1)C(=O)C=1N=C2C(=NC1)N(CC2(C)C)C2=CC(=C(C=C2)F)Cl)(C)C